2-[2-(4,4-difluoroazepan-1-yl)-5-methyl-6-(trifluoromethyl)-3-pyridyl]-5-methyl-1H-1,6-naphthyridin-4-one FC1(CCN(CCC1)C1=NC(=C(C=C1C=1NC2=CC=NC(=C2C(C1)=O)C)C)C(F)(F)F)F